FC=1C=C2C=C(C(=NC2=CC1)N1CC(CCC1)C(F)(F)F)C(=O)NC1=CC(=NC=C1)S(N)(=O)=O 6-fluoro-N-(2-sulfamoylpyridin-4-yl)-2-(3-(trifluoromethyl)piperidin-1-yl)quinoline-3-carboxamide